((6-methoxy-7-((1-acetylpiperidin-4-yl)oxy)quinazolin-4-yl)oxy)aniline di-tert-butyl-2-(3-bromo-5-chloro-2-fluorophenyl)-3-methylpiperazine-1,4-dicarboxylate C(C)(C)(C)OC(=O)N1C(C(N(CC1)C(=O)OC(C)(C)C)C)C1=C(C(=CC(=C1)Cl)Br)F.COC=1C=C2C(=NC=NC2=CC1OC1CCN(CC1)C(C)=O)ONC1=CC=CC=C1